CC=1C=CC2=C(OC3=C(CN2)C(CC(=C3)C=O)=O)C1 7-methyl-l-1-oxo-10,11-dihydrodibenzo[b,f][1,4]oxazepine-3-carbaldehyde